C(C)(=O)C1=NC(=CC(=C1)C1=C(N=C2N1N=C(C=C2)C(=O)NCC(C)(C)O)C2=CC(=CC=C2)C#N)C 3-(2-acetyl-6-methyl-4-pyridinyl)-2-(3-cyanophenyl)-N-(2-hydroxy-2-methyl-propyl)imidazo[1,2-b]pyridazine-6-carboxamide